BrC1=CC(=C(C=C1)C(C(F)(F)F)O)F 1-(4-bromo-2-fluorophenyl)-2,2,2-trifluoroethanol